CC1=C(C=C2CCC3(CN(CC3)C(C(C)C3=CC=C(C=C3)C(F)(F)F)=O)NC2=N1)C1=NC=CC=N1 1-[7-methyl-6-(pyrimidin-2-yl)-3,4-dihydro-1H-spiro[1,8-naphthyridine-2,3'-pyrrolidin]-1'-yl]-2-[4-(trifluoromethyl)phenyl]propan-1-one